(R)-2-amino-1-(7,8-dichloro-1-methyl-3,4-dihydropyrazino[1,2-b]indazol-2(1H)-yl)ethan-1-one hydrochloride Cl.NCC(=O)N1[C@@H](C=2N(N=C3C(=C(C=CC23)Cl)Cl)CC1)C